C1(CC1)C=1C(NC=2C=C(C=NC2C1)CN1CCC(=CC1)C=1C=NC(=CC1)C(=O)NCC1CC1)=O 1'-((7-cyclopropyl-6-oxo-5,6-dihydro-1,5-naphthyridin-3-yl)methyl)-N-(cyclopropylmethyl)-1',2',3',6'-tetrahydro-[3,4'-bipyridine]-6-carboxamide